(1-methoxy-2-methyl-2-propoxy)aluminum COCC(C)(O[Al])C